FC(C(=O)O)(F)F.NCC1=CC=C(CNC(COC2=C3C(N(C(C3=CC=C2)=O)C2C(NC(CC2)=O)=O)=O)=O)C=C1 N-(4-(aminomethyl)benzyl)-2-((2-(2,6-dioxopiperidin-3-yl)-1,3-dioxoisoindolin-4-yl)oxy)acetamide trifluoroacetate